ClC=1C=C(C=CC1F)NC1=NC=NC2=CC(=C(C=C12)NC(C=C)=O)OCCCN1CCN(CC1)C(CCCSC1=C2CN(C(C2=CC=C1)=O)C1C(NC(CC1)=O)=O)=O N-(4-((3-chloro-4-fluorophenyl)amino)-7-(3-(4-(4-((2-(2,6-dioxopiperidin-3-yl)-1-oxoisoindolin-4-yl)thio)butanoyl)piperazin-1-yl)propoxy)quinazolin-6-yl)acrylamide